ClCCNS(=O)(=O)C1=CC=C(C=C1)C(F)(F)F N-(2-chloroethyl)-4-(trifluoromethyl)benzenesulfonamide